3-(2-oxa-6-azaspiro[3.3]heptane-6-yl)-1,2,4-thiadiazol-5-amine C1OCC12CN(C2)C2=NSC(=N2)N